[Cl-].C(CCCCCCCCCCCCCCCCC)C1C(C(C(C([N+](C)(C)C)(CCCCCCCCCCCCCCCCCC)CCCCCCCCCCCCCCCCCC)(C=C1)CCCCCCCCCCCCCCCCCC)(CCCCCCCCCCCCCCCCCC)CCCCCCCCCCCCCCCCCC)(CCCCCCCCCCCCCCCCCC)CCCCCCCCCCCCCCCCCC (octa-octadecyl)-N,N,N-trimethylbenzyl-ammonium chloride